C(=O)O.C1(CC1)NC(=O)C=1C=C(C(N(C1)CC1=CC(=CC=C1)CN1CCOCC1)=O)C(=O)NC N5-cyclopropyl-N3-methyl-1-(3-(morpholinomethyl)benzyl)-2-oxo-1,2-dihydropyridine-3,5-dicarboxamide, formate salt